O=C1NC=C(C=C1)C(F)(F)F 2-oxo-5-(trifluoromethyl)-1H-pyridin